N-(1-(2-hydroxy-2-methylpropyl)-3-(pyridin-2-yl)-1H-pyrazol-4-yl)-2-(1H-pyrazol-4-yl)thiazole-4-carboxamide disodium 2,2'-disulfanediyldiethanesulfonate S(SCCS(=O)(=O)[O-])CCS(=O)(=O)[O-].[Na+].[Na+].OC(CN1N=C(C(=C1)NC(=O)C=1N=C(SC1)C=1C=NNC1)C1=NC=CC=C1)(C)C